N,N'-(5-Amino-3-iminopyridin-2,6(1H,3H)-diyliden)bis{2-[3-(1H-imidazol-1-yl)propoxy]-6,7-dimethyl-pyrazolo[1,5-a]pyridin-3-amin} NC1=CC(C(NC1=NC=1C(=NN2C1C=CC(=C2C)C)OCCCN2C=NC=C2)=NC=2C(=NN1C2C=CC(=C1C)C)OCCCN1C=NC=C1)=N